2-((3-((2-hexyldecyl)oxy)-3-oxopropyl)disulfanyl)ethyl acrylate C(C=C)(=O)OCCSSCCC(=O)OCC(CCCCCCCC)CCCCCC